4-(aminomethyl)-N-(4-(3-(trifluoromethyl)azetidin-1-yl)phenyl)aniline hydrochloride Cl.NCC1=CC=C(NC2=CC=C(C=C2)N2CC(C2)C(F)(F)F)C=C1